C(CCCCCCCCCCCCCCCCCCCC(=O)OCCCCCCCCCCCCCCCCCCCC)C(=O)OCCCCCCCCCCCCCCCCCCCC di(eicosyl) 1,20-eicosylenedicarboxylate